FC(C(=O)O)(F)F.N[C@@H]1C[C@H](CCC1)CNC1=NN(C(=C1)C1=CC(=C(C#N)C=C1)F)C1=CC=C(C=C1)N1C[C@H](CCC1)OC 4-(3-((((1S,3S)-3-aminocyclohexyl)-methyl)amino)-1-(4-((S)-3-methoxypiperidin-1-yl)phenyl)-1H-pyrazol-5-yl)-2-fluorobenzonitrile 2,2,2-trifluoroacetate